C(#N)C=1C=2CCCC2C(=C2CCCC12)NC(=O)N=[S@](=O)(N)C1=CN=C(S1)[C@](CO)(C)O |&1:18| (R,R) and (S,R)-N'-((8-cyano-1,2,3,5,6,7-hexahydro-s-indacen-4-yl)carbamoyl)-2-(1,2-dihydroxypropan-2-yl)thiazole-5-sulfonimidamide